2,2-difluoro-2'-(4-fluorophenyl)-3'-(3-methyl-1H-pyrazolo[3,4-b]pyridin-4-yl)-5'H,7'H-spiro[cyclopropane-1,6'-pyrazolo[5,1-b][1,3]oxazine] FC1(CC12CN1C(OC2)=C(C(=N1)C1=CC=C(C=C1)F)C1=C2C(=NC=C1)NN=C2C)F